Chroman-8-carbonitrile O1CCCC2=CC=CC(=C12)C#N